Dioxoimidazolidine Propionate C(CC)(=O)O.O=C1C(NCN1)=O